C(C)(C)(C)OC(=O)NCCC(=O)N1CCN(CC1)CCOC1=CC(=C(C=C1)C=1SC=C(N1)CC(=O)OCC)Cl ETHYL 2-(2-(4-(2-(4-(3-((TERT-BUTOXYCARBONYL)AMINO)PROPANOYL)PIPERAZIN-1-YL)ETHOXY)-2-CHLOROPHENYL)THIAZOL-4-YL)ACETATE